S(=O)(=O)(C1=CC=C(C)C=C1)C(CC1=CC=C(C=C1)F)[N+]#[C-] TOSYL-(4-FLUORoBENZYL)-METHYLISOCYANIDE